CC1=CC=C(C=C1)S(=O)(=O)OC1CC(CC(C1)OC)OS(=O)(=O)C1=CC=C(C=C1)C 5-methoxycyclohexane-1,3-diyl bis(4-methylbenzenesulfonate)